2-((R)-1-((R)-4,6-Dimethyl-1,4-diazepan-1-yl)butyl)-3-ethyl-7-fluoro-6-methoxyquinazolin-4(3H)-one CN1CCN(C[C@@H](C1)C)[C@H](CCC)C1=NC2=CC(=C(C=C2C(N1CC)=O)OC)F